The molecule is a monosaccharide derivative that is beta-D-glucopyranose in which the hydroxy group at position 1 is substituted by a [(2S)-2-(2-hydroxypropan-2-yl)-7-oxo-2,3-dihydro-7H-furo[3,2-g][1]benzopyran-9-yl]oxy group. It is a natural product found in several plant species including Ruta graveolens and Citropsis articulata. It has a role as a plant metabolite, an antiplasmodial drug and an antibacterial agent. It is a beta-D-glucoside, a monosaccharide derivative and a member of psoralens. CC(C)([C@@H]1CC2=C(O1)C(=C3C(=C2)C=CC(=O)O3)O[C@H]4[C@@H]([C@H]([C@@H]([C@H](O4)CO)O)O)O)O